(4S)-4-(2,3-dichloro-6-hydroxyphenyl)-1-[(2S)-2-hydroxypropyl]pyrrolidin-2-one ClC1=C(C(=CC=C1Cl)O)[C@@H]1CC(N(C1)C[C@H](C)O)=O